5-((((S)-azepan-2-yl)methyl)amino)-2-methyl-N-((R)-1-(naphthalen-1-yl)ethyl)benzamide N1[C@@H](CCCCC1)CNC=1C=CC(=C(C(=O)N[C@H](C)C2=CC=CC3=CC=CC=C23)C1)C